FC=1C=C(C=C2C=CN(C(C12)=O)CCC[C@H](C)NC=1C=NNC(C1C(F)(F)F)=O)C1=NC=C(C=C1)C1(CC1)C(F)(F)F 8-fluoro-2-[(4S)-4-[[6-oxo-5-(trifluoromethyl)-1H-pyridazin-4-yl]amino]pentyl]-6-[5-[1-(trifluoromethyl)cyclopropyl]-2-pyridinyl]isoquinolin-1-one